P(=O)(OC1=CC=CC=C1)(OC1=CC=C(C=C1)OC)[O-] phenyl (4-methoxyphenyl) phosphate